BrC=1C=C(C=C(C1)Cl)NC(NC1=C(C(=O)NCCC)C=CC(=C1)OC)=O 2-[3-(3-bromo-5-chlorophenyl)ureido]-4-methoxy-N-propylbenzamide